C(C)(=O)NCC1=CC2=C(SC(=C2Br)C(F)(F)P(OCC)(OCC)=O)C(=C1)OCCCC(F)(F)F diethyl ((5-(acetamidomethyl)-3-bromo-7-(4,4,4-trifluorobutoxy) benzo[b]thiophen-2-yl)difluoromethyl)phosphonate